t-butyl peroxyneodecanoate C(CCCCCC(C)(C)C)(=O)OOC(C)(C)C